N-(4-{[3-(1,3-dimethyl-1H-pyrazol-5-yl)-1-{[2-(trimethylsilyl)ethoxy]methyl}-1H-pyrrolo[2,3-b]pyridin-4-yl]oxy}-3,5-difluorophenyl)-N'-[(3-fluorooxetan-3-yl)methyl]urea CN1N=C(C=C1C1=CN(C2=NC=CC(=C21)OC2=C(C=C(C=C2F)NC(=O)NCC2(COC2)F)F)COCC[Si](C)(C)C)C